O1CCN(CC1)CCOC1=CC=C(O[C@@H]2CN(CC2)C2=CC=C(C(=O)OCC)C=C2)C=C1 ethyl (S)-4-(3-(4-(2-morpholinoethoxy)phenoxy) pyrrolidin-1-yl)benzoate